(2-methylidenehexahydro-1H-pyrrolizine-7a-yl)methanol C=C1CC2(CCCN2C1)CO